BrC1=NC(=CC(=C1)C=1C2=C(SC1C(=O)N)C=CC(=C2)C(C)(C)S(=O)(=O)C)OC2=CC=C(C=C2)Cl (2-bromo-6-(4-chlorophenoxy)pyridin-4-yl)-5-(2-(methylsulfonyl)propan-2-yl)benzo[b]thiophene-2-carboxamide